C(C)(C)(C)OC(OC(C)(C)C)N(C)C 1,1-di-t-butoxy-N,N-dimethylmethylamine